Tert-butyl 1-[(4-aminocyclohexyl)methyl]-4-[1-[1-[(4-methoxyphenyl)methyl]-2,6-dioxo-3-piperidyl]-3-methyl-2-oxo-benzimidazol-5-yl]piperidine-2-carboxylate NC1CCC(CC1)CN1C(CC(CC1)C1=CC2=C(N(C(N2C)=O)C2C(N(C(CC2)=O)CC2=CC=C(C=C2)OC)=O)C=C1)C(=O)OC(C)(C)C